C1=CC=CC=2C3=CC=CC=C3C(C12)COC(=O)N[C@](C(=O)N[C@@H](CC(C)C)C(=O)OC)(CCCN=[N+]=[N-])C Methyl ((S)-2-((((9H-fluoren-9-yl)methoxy)carbonyl)amino)-5-azido-2-methyl-pentanoyl)-L-leucinate